FC(OC1=CC=C(C=C1)C1(CC1)C(=O)N1[C@@H](COCC1)C(=O)O)(F)F (3S)-4-[1-[4-(trifluoromethoxy)phenyl]cyclopropanecarbonyl]morpholine-3-carboxylic acid